6-bromo-2-cyclobutoxy-4-(2-hydroxyacetyl)nicotinamide (S)-tert-butyl-4-(4-(bromomethyl)-3-(methoxycarbonyl)-5-(trifluoromethyl)benzyl)-3-isopropylpiperazine-1-carboxylate C(C)(C)(C)OC(=O)N1C[C@@H](N(CC1)CC1=CC(=C(C(=C1)C(F)(F)F)CBr)C(=O)OC)C(C)C.BrC1=NC(=C(C(=O)N)C(=C1)C(CO)=O)OC1CCC1